NCC(CN1N=C2C(=C1)C(N(C2)C(C)(C)C)=O)=CF 2-(2-(aminomethyl)-3-fluoroallyl)-5-(tert-butyl)-5,6-dihydropyrrolo[3,4-c]pyrazol-4(2H)-one